4-{1-[(1R)-1-(4-chlorophenyl)-2-[(5-chloropyridin-2-yl)methyl]-7-fluoro-1-(2-hydroxyethoxy)-3-oxo-2,3-dihydro-1H-isoindol-5-yl]-1-hydroxyethyl}-1λ6-thiacyclohexane-1,1-dione ClC1=CC=C(C=C1)[C@@]1(N(C(C2=CC(=CC(=C12)F)C(C)(O)C1CCS(CC1)(=O)=O)=O)CC1=NC=C(C=C1)Cl)OCCO